3,6,9,12,15-pentoxaoctacosane CCOCCOCCOCCOCCOCCCCCCCCCCCCC